CN(C=NNC(CC(C)C1=CC(=CC=C1)[N+](=O)[O-])=O)C dimethyl-N'-(3-(3-nitrophenyl)butanoyl)formohydrazonamide